2-methoxyethanethioic S-acid COCC(S)=O